2-(4-(2-ethylbenzoyl)piperazin-1-yl)acetamide C(C)C1=C(C(=O)N2CCN(CC2)CC(=O)N)C=CC=C1